Cl.COC([C@H](C(C)(C)N)NC(C1=CC=C(C=C1)C#CC#C[C@@H]1C(C1)=COC)=O)=O (S)-3-Amino-2-[4-[[(1R,2R)-2-(methoxymethylene)cyclopropyl]buta-1,3-diynyl]benzamido]-3-methylbutanoic acid methyl ester hydrochloride